4-cyclobutyl-1H-pyrazol-5-amine C1(CCC1)C=1C=NNC1N